1-[4-amino-2-ethyl-7-(pyridin-4-yl)-1H-imidazo[4,5-c]quinolin-1-yl]-2-methylpropan NC1=NC=2C=C(C=CC2C2=C1N=C(N2CC(C)C)CC)C2=CC=NC=C2